C1=CC=CC=2C3=CC=CC=C3C(C12)N([C@@H](CC(=O)O)CC#C)C(=O)OC (3R)-3-(9H-fluoren-9-yl-methoxycarbonylamino)-hex-5-ynoic acid